N,N-diethylamine C(C)NCC